ClC1=C(CN(S(=O)(=O)C2=CC=C(C=C2)NC(\C=C\C2=CC=NC=C2)=O)CC2=CC=C(C=C2)F)C=CC(=C1)Cl (E)-N-(4-(N-(2,4-dichlorobenzyl)-N-(4-fluorobenzyl)sulfamoyl)phenyl)-3-(pyridin-4-yl)acrylamide